P(=O)(OC1=C(C=CC=2C(=C(OC21)C)C(C2=CC(=C(C(=C2)OC)OC)OC)=O)OC)([O-])[O-].[Na+].[Na+] disodium [6-methoxy-2-methyl-3-(3,4,5-trimethoxybenzoyl)-1-benzofuran-7-yl] phosphate